CC(C)NC[C@@H](COC1=CC=CC2=C1C=CN2)O (-)-pindolol